4-(1-(ethylamino)cyclopropyl)benzoic acid C(C)NC1(CC1)C1=CC=C(C(=O)O)C=C1